COCC1=C(C=CC=C1)C1=C(C=NC=C1)C1(CC1)N (4-[2-(methoxymethyl)phenyl]pyridin-3-yl)cyclopropan-1-amine